C(C)C1=C(C=CC=C1F)NC(=S)C1=C(CCN(C1=O)C(=O)OC(C)(C)C)O Tert-butyl 5-[(2-ethyl-3-fluorophenyl)carbamothioyl]-4-hydroxy-6-oxo-3,6-dihydropyridine-1(2H)-carboxylate